1,4'-biphenol C1(CC=CC=C1)(O)C1=CC=C(C=C1)O